5-[2-[4-(4-chlorophenyl)piperazin-1-yl]-2-oxoethyl]-1-[(2,4-dichlorophenyl)methyl]pyrrolidin-2-one ClC1=CC=C(C=C1)N1CCN(CC1)C(CC1CCC(N1CC1=C(C=C(C=C1)Cl)Cl)=O)=O